(R)-5-(benzyloxy)-N-((1-ethylpyrrolidin-2-yl)methyl)-2-methylbenzofuran-3-carboxamide C(C1=CC=CC=C1)OC=1C=CC2=C(C(=C(O2)C)C(=O)NC[C@@H]2N(CCC2)CC)C1